COC1=CC=C(C=C1)C1=CC(=NC(=C1)C=1SC=CC1)SC(C(=O)O)C1=CC=CC=C1 2-((4-(4-methoxyphenyl)-6-(thiophen-2-yl)pyridin-2-yl)thio)-2-phenylacetic acid